BrC1=CC=C2C(=NC(=NC2=C1F)OCC1(CC1)CN(C)C)N1C[C@@H]2CC[C@H](CC1)N2C(=O)OC(C)(C)C tert-butyl (1S,6R)-3-(7-bromo-2-((1-((dimethylamino)methyl)cyclopropyl)methoxy)-8-fluoroquinazolin-4-yl)-3,9-diazabicyclo[4.2.1]nonane-9-carboxylate